CNC(=O)C=1C=CC2=C(NC=N2)C1 N-methyl-1H-benzo[d]Imidazole-6-carboxamide